C(C)(C)(C)OC(CCC1C(OC(OC1=O)(C)C)=O)=O t-Butyl-3-(2,2-dimethyl-4,6-dioxo-1,3-dioxan-5-yl)propanoate